FC1=CC2=C(OC(CN2)C)C(=C1)C#N 6-fluoro-2-methyl-3,4-dihydro-2H-benzo[b][1,4]oxazine-8-carbonitrile